C(C1=CC=CC=C1)(=O)OC1CC(CC2OC(OC21)(C)C)(O)CO[Si](C2=CC=CC=C2)(C2=CC=CC=C2)C(C)(C)C 6-(((tert-butyldiphenylsilyl)oxy)methyl)-6-hydroxy-2,2-dimethylhexahydrobenzo[d][1,3]dioxol-4-yl benzoate